NC1=CC(=C(C=N1)N1C=C(C(C2=CC(=C(C=C12)N1CC2=CC=CC=C2CC1)F)=O)C(=O)O)C 1-(6-amino-4-meth-ylpyridin-3-yl)-7-(3,4-dihydroisoquinolin-2(1H)-yl)-6-fluoro-4-oxo-1,4-dihydroquinoline-3-carboxylic acid